1-isopropyl-3-methyl-N-[(1-methylimidazol-4-yl)methyl]-5-(2-propoxy-3-pyridinyl)pyrazolo[4,3-b]pyridin-7-amine C(C)(C)N1N=C(C2=NC(=CC(=C21)NCC=2N=CN(C2)C)C=2C(=NC=CC2)OCCC)C